C(C)(=O)OC1=C2C(=CNC2=CC=C1)C(C([2H])([2H])N(C([2H])([2H])[2H])C([2H])([2H])[2H])([2H])[2H] 3-(2-(bis(methyl-d3)amino) ethyl-1,1,2,2-d4)-1H-indol-4-yl acetate